1-benzyl-6-fluoro-1,2-dihydrospiro[indole-3,4'-piperidin] C(C1=CC=CC=C1)N1CC2(CCNCC2)C2=CC=C(C=C12)F